N1=CC(=CC=C1)OC1CCN(CC1)C=1C2=C(N=CN1)CN(C2)C#N 4-(4-(pyridin-3-yloxy)piperidin-1-yl)-5,7-dihydro-6H-pyrrolo[3,4-d]pyrimidine-6-carbonitrile